(R)-2-((R)-1-(4-bromo-3-fluorophenyl)-2,2-difluorocyclopropyl)-2-((tert-butoxycarbonyl)amino)acetic acid BrC1=C(C=C(C=C1)[C@@]1(C(C1)(F)F)[C@H](C(=O)O)NC(=O)OC(C)(C)C)F